[N-](S(=O)(=O)C(F)(F)F)S(=O)(=O)C(F)(F)F.P(=O)([O-])([O-])[O-] phosphate bis(trifluoromethylsulfonyl)imide